propyl-trioxyethyl-silane C(CC)OOOCC[SiH3]